ClC1=C(C(=CC=C1)F)[C@@H]1[C@H](CCC(C1)(C)C)C(=O)N1CC(C2(CN(C2)C(C=C)=O)CC1)(F)F (7-((1S,2S)-2-(2-chloro-6-fluorophenyl)-4,4-dimethylcyclohexane-1-carbonyl)-5,5-difluoro-2,7-diazaspiro[3.5]nonan-2-yl)prop-2-en-1-one